CN(CCN(C1=CC=C(C=C1)NC=1N=CC2=C(N1)N=C(C=C2C#C)N(C)C)C)C N2-(4-{[2-(dimethylamino)ethyl](methyl)amino}phenyl)-5-ethynyl-N7,N7-dimethylpyrido[2,3-d]pyrimidine-2,7-diamine